barium hydrogen persulfate S(=O)(=O)(O)OOS(=O)(=O)[O-].[Ba+2].S(=O)(=O)(O)OOS(=O)(=O)[O-]